C(C1=CC=CC=C1)OC(NC=1C(N(C=CC1)C1=NC(=CC=C1)C)=O)=O N-[1-(6-methyl-2-pyridyl)-2-oxo-3-pyridyl]carbamic acid benzyl ester